N-(2',4',5'-trifluorobiphenyl-2-yl)-3-difluoromethyl-5-fluoro-1-methylpyrazol-4-yl-carboxamide FC1=C(C=C(C(=C1)F)F)C1=C(C=CC=C1)NC(=O)C=1C(=NN(C1F)C)C(F)F